2,5-dichlorophenyl-ethanol sulfate S(=O)(=O)(O)OC(C)C1=C(C=CC(=C1)Cl)Cl